2-hexyl-decanoic acid-(6-oxohexyl) ester O=CCCCCCOC(C(CCCCCCCC)CCCCCC)=O